N-(3-cyclopropyl-5-(((3S,5R)-3,5-dimethylpiperazin-1-yl)methyl)phenyl)-5-fluoro-4-((S)-3-phenylisoxazolidin-2-yl)pyrimidin-2-amine C1(CC1)C=1C=C(C=C(C1)CN1C[C@@H](N[C@@H](C1)C)C)NC1=NC=C(C(=N1)N1OCC[C@H]1C1=CC=CC=C1)F